CN1C(=NN=C1)CC(C)C1=CC(=CC=C1)B1OC(C(O1)(C)C)(C)C 4-methyl-3-(2-(3-(4,4,5,5-tetramethyl-1,3,2-dioxaborolan-2-yl)phenyl)propyl)-4H-1,2,4-triazole